5-methyl-N-(3-(3,3,3-trifluoro-2-hydroxy-2-methylpropyl)-1,2,4-thiadiazol-5-yl)-4-(3-(trifluoromethyl)phenyl)furan-2-carboxamide CC1=C(C=C(O1)C(=O)NC1=NC(=NS1)CC(C(F)(F)F)(C)O)C1=CC(=CC=C1)C(F)(F)F